OC1CN(C1)C(CC=1C=C2CCC(NC2=CC1)C1=CC=CC=C1)=O 1-(3-Hydroxyazetidin-1-yl)-2-(2-phenyl-1,2,3,4-tetrahydroquinolin-6-yl)ethan-1-one